fluoroethylenediamine hydroiodide I.FNCCN